FC1=CC=C(NC(C(C)C23CC(C2)(C3)NC(C3=CC(=CC=C3)OC(F)(F)F)=O)=O)C=C1 N-[3-[2-(4-fluoroanilino)-1-methyl-2-oxo-ethyl]-1-bicyclo[1.1.1]pentanyl]-3-(trifluoromethoxy)benzamide